tert-butyl (2R)-2-{[(benzyloxy)amino]methyl}-4-[6-nitro-3-phenoxy-2-(trifluoromethyl)phenyl]piperazine-1-carboxylate C(C1=CC=CC=C1)ONC[C@@H]1N(CCN(C1)C1=C(C(=CC=C1[N+](=O)[O-])OC1=CC=CC=C1)C(F)(F)F)C(=O)OC(C)(C)C